N-(benzo[d][1,2]thiazepin-3-yl)-4-(thiophen-2-yl)benzamide C1=NS(C=CC2=C1C=CC=C2)NC(C2=CC=C(C=C2)C=2SC=CC2)=O